3-(tert-butyl)-N-(2-(hydroxymethyl)-4-(6-(4-(piperazin-1-yl)phenyl)-7H-pyrrolo[2,3-d]pyrimidin-4-yl)benzyl)-1,2,4-oxadiazole-5-carboxamide C(C)(C)(C)C1=NOC(=N1)C(=O)NCC1=C(C=C(C=C1)C=1C2=C(N=CN1)NC(=C2)C2=CC=C(C=C2)N2CCNCC2)CO